ferrous (n-butylphosphonate) C(CCC)P([O-])([O-])=O.[Fe+2]